fluoro-8-methylnaphthalene-1-yl pivalate C(C(C)(C)C)(=O)OC1=C(C=CC2=CC=CC(=C12)C)F